2-(6-((2S,5R)-4-(1-(3-(difluoromethyl)phenyl)ethyl)-2,5-dimethylpiperazin-1-yl)-9-ethyl-3-methyl-2-oxo-3,9-dihydro-2H-purin-8-yl)acetonitrile FC(C=1C=C(C=CC1)C(C)N1C[C@@H](N(C[C@H]1C)C=1C=2N=C(N(C2N(C(N1)=O)C)CC)CC#N)C)F